FC(C=1[N-]C(=C(N1)C#N)C#N)(F)F.[Li+] lithium 2-Trifluoromethyl-4,5-dicyanoimidazolide